O\N=C\C=1C=C(C=NC1)C1=CC=C(C#N)C=C1 (E)-4-(5-((Hydroxyimino)methyl)pyridin-3-yl)benzonitrile